OC1(CCN(CC1)C(=O)[C@H]1[C@@H](CN(CC1)C(=O)C1=CN=C(S1)C=1C=NC(=CC1)C)C1=CC=CC=C1)CN1C=NC2=C(C1=O)C=CN2C2=CC(=CC=C2)OC 3-[[4-hydroxy-1-[(3R,4R)-1-[2-(6-methyl-3-pyridinyl)thiazole-5-carbonyl]-3-phenyl-piperidine-4-carbonyl]-4-piperidinyl]methyl]-7-(3-methoxyphenyl)pyrrolo[2,3-d]pyrimidin-4-one